(6-((1-(methylsulfonyl)piperidin-4-yl)amino)pyrimidin-4-yl)ketone CS(=O)(=O)N1CCC(CC1)NC1=CC(=NC=N1)C(=O)C1=NC=NC(=C1)NC1CCN(CC1)S(=O)(=O)C